ClC=1C(=CC=C2N=CC(=NC12)C=1C=NN(C1)CC(=O)N)OC1=CC2=C(N=C(N2COCC[Si](C)(C)C)C)C=C1 2-[4-[8-chloro-7-[2-methyl-3-(2-trimethylsilylethoxymethyl)benzimidazol-5-yl]oxy-quinoxalin-2-yl]pyrazol-1-yl]acetamide